6-Chloro-N-methoxy-4-((2-methoxy-3-(1-methyl-1H-pyrazol-3-yl)phenyl)amino)pyridazine-3-carboxamide ClC1=CC(=C(N=N1)C(=O)NOC)NC1=C(C(=CC=C1)C1=NN(C=C1)C)OC